2-[4-[4-(thiomorpholine-1-carbonyl)-phenyl]-6-(4-hydroxy-piperidin-1-yl)-pyrimidin-2-ylamino]-4-methyl-5-thiazolecarboxylic acid ethyl ester C(C)OC(=O)C1=C(N=C(S1)NC1=NC(=CC(=N1)C1=CC=C(C=C1)C(=O)S1CCNCC1)N1CCC(CC1)O)C